3-cyclobutyl-L-alanine C1(CCC1)C[C@H](N)C(=O)O